N-(3-(benzyl(methyl)amino)propyl)-1-(3,4-dimethyl-2-(p-tolyl)-2H-pyrazolo[3,4-d]pyridazin-7-yl)piperidine-4-carboxamide C(C1=CC=CC=C1)N(CCCNC(=O)C1CCN(CC1)C1=NN=C(C=2C1=NN(C2C)C2=CC=C(C=C2)C)C)C